FC1=CC=C(C=C1)N(C(=O)N1CCC(CC1)(C(=O)O)CC(=O)N(C1=CC=CC=C1)C1CC(CCC1)C)C 1-[(4-fluorophenyl)-methyl-carbamoyl]-4-[2-(N-(3-methylcyclohexyl)anilino)-2-oxo-ethyl]piperidine-4-carboxylic acid